N-[3-(2,4-dimethoxypyridin-3-yl)-1H-pyrrolo[2,3-b]pyridin-6-yl]-2-[(dimethylamino)methyl]cyclopropane-1-carboxamide COC1=NC=CC(=C1C1=CNC2=NC(=CC=C21)NC(=O)C2C(C2)CN(C)C)OC